N1N=CC(=C1)CCNC1=NC(=NC(=C1C)C)C(=O)N1C(CCC1)C1=CC(=CC=C1)Cl (4-((2-(1H-pyrazol-4-yl)ethyl)amino)-5,6-dimethylpyrimidin-2-yl)(2-(3-chlorophenyl)pyrrolidin-1-yl)methanone